(R)-2-((1-(2-cyano-3-(((3,3-difluorocyclobutyl)methyl)amino)-7-methylquinoxalin-5-yl)ethyl)amino)benzoic acid C(#N)C1=NC2=CC(=CC(=C2N=C1NCC1CC(C1)(F)F)[C@@H](C)NC1=C(C(=O)O)C=CC=C1)C